COC1=CC=C(C(C2=CC=C(C=C2)OC)O)C=C1 dimethoxybenzhydrol